N-{7-methyl-4-[({(1S,4S)-4-[(1RS,2SR)-2-methylcyclopropyl]cyclohexyl}oxy)methyl]-6-oxo-1,3,4,6-tetrahydro-2H-quinolizin-3-yl}ethanesulfonamide CC=1C(N2C(C(CCC2=CC1)NS(=O)(=O)CC)COC1CCC(CC1)[C@H]1[C@H](C1)C)=O |r|